(5'-chloro-6'-(dimethylamino)-6-methoxy-[2,3'-bipyridin]-5-yl)-5-methyl-3-phenylisoxazole-4-carboxamide ClC=1C=C(C=NC1N(C)C)C1=NC(=C(C=C1)NC(=O)C=1C(=NOC1C)C1=CC=CC=C1)OC